N1=C(C=CC(=C1)C=O)C=O pyridine-2,5-dicarboxaldehyde